FC1(C(N=C(C2=CC=CC=C12)C=1C=NN2C1C=CC=C2C)(C)C)F 4,4-difluoro-3,3-dimethyl-1-(7-methylpyrazolo[1,5-a]pyridin-3-yl)isoquinoline